tert-butyl 4-(5-((3-(difluoromethyl)pyrazin-2-yl)methyl)-3-methyl-6-oxo-5,6-dihydropyrido[2,3-b]pyrazin-7-yl)piperidine-1-carboxylate FC(C=1C(=NC=CN1)CN1C(C(=CC=2C1=NC(=CN2)C)C2CCN(CC2)C(=O)OC(C)(C)C)=O)F